9-{4-[(4,4-dimethylcyclohex-1-en-1-yl)oxy]phenyl}-3,4-dihydropyrido[2,1-c][1,2,4]thiadiazine 2,2-dioxide CC1(CC=C(CC1)OC1=CC=C(C=C1)C1=CC=CN2C1=NS(CC2)(=O)=O)C